C(=O)(O)C1=CC=C(C=C1)SCC(=O)NC[C@H]1CN(CCO1)CC1=CC(=C(C=C1)Cl)Cl (2S)-(4-Carboxylphenylthio)-N-{[4-(3,4-dichlorobenzyl)morpholin-2-yl]methyl}acetamide